(R)-4-methyl-6-(2-((3-(4-methyl-1-oxo-1,3-dihydroisobenzofuran-5-yl)piperazin-1-yl)methyl)pyrimidin-5-yl)nicotinonitrile CC1=CC(=NC=C1C#N)C=1C=NC(=NC1)CN1C[C@H](NCC1)C=1C(=C2COC(C2=CC1)=O)C